6-Hydroxy-4-methoxypyrazolo[1,5-a]pyridine-3-carbonitrile OC=1C=C(C=2N(C1)N=CC2C#N)OC